CC(C(CC(=O)OC)=O)C Methyl 4-methyl-3-oxopentanoate